5-cyclopentadecylpentyl (3-(trimethylammonio)propyl) phosphate P(=O)(OCCCCCC1CCCCCCCCCCCCCC1)(OCCC[N+](C)(C)C)[O-]